NC=1SC2=C(N1)C(=CC=C2F)C2=C(C=C1C(=NC(=NC1=C2F)OCC21CCCN1CCC2)NC2CN(C2)C(C=C)=O)Cl 1-(3-((7-(2-amino-7-fluorobenzo[d]thiazol-4-yl)-6-chloro-8-fluoro-2-((tetrahydro-1H-pyrrolizin-7a(5H)-yl)methoxy)quinazolin-4-yl)amino)azetidin-1-yl)prop-2-en-1-one